C(C)N(CCC)CCC1=CNC2=CC(=CC=C12)F N-ethyl-N-(2-(6-fluoro-1H-indol-3-yl)ethyl)propan-1-amine